N5-cyclobutyl-N3-methyl-2-oxo-1-(quinolin-8-ylmethyl)-1,2-dihydropyridine-3,5-dicarboxamide C1(CCC1)NC(=O)C=1C=C(C(N(C1)CC=1C=CC=C2C=CC=NC12)=O)C(=O)NC